4-iodo-2-(6-azaspiro[2.5]oct-6-yl)benzene IC1=CC(=CC=C1)N1CCC2(CC2)CC1